COC=1C=C2C(=CN(C(C2=CC1OC)=O)C1=CC=CC=2CCCCC12)C(=O)N1CCCCC1 6,7-dimethoxy-4-(piperidine-1-carbonyl)-2-(5,6,7,8-tetrahydronaphthalen-1-yl)isoquinolin-1(2H)-one